1-(1-phenyl-1H-pyrrol-2-yl)-1H-pyrazole C1(=CC=CC=C1)N1C(=CC=C1)N1N=CC=C1